1-(4-hydroxyphenyl)-3-(furan-2-yl)prop-2-en-1-one OC1=CC=C(C=C1)C(C=CC=1OC=CC1)=O